C(C(C(CCCCCO)O)O)O 1,2,3,8-octanetetraol